4-(2-(4-fluoro-2,6-dimethylphenoxy)-5-(2-hydroxypropan-2-yl)phenyl)-N,6-dimethyl-7-oxo-6,7-dihydrothieno[2,3-c]pyridine-2-carboxamide FC1=CC(=C(OC2=C(C=C(C=C2)C(C)(C)O)C=2C3=C(C(N(C2)C)=O)SC(=C3)C(=O)NC)C(=C1)C)C